NC1=NC=NN2C1=CC=C2[C@H]2[C@@H]([C@@H]([C@@](O2)(C#N)COP(=O)(OC2=CC=CC=C2)N[C@H](C(=O)OCC)CC2=CC=CC=C2)O)O (2S)-ethyl 2-(((((2R,3S,4R,5S)-5-(4-aminopyrrolo[2,1-f][1,2,4]triazin-7-yl)-2-cyano-3,4-dihydroxytetrahydrofuran-2-yl)methoxy)(phenoxy)phosphoryl)amino)-3-phenylpropanoate